(S)-2-(cyclopropanecarbonyl)-N-ethyl-N-(1-(4-fluorophenyl)ethyl)-1,2,3,4-tetrahydroisoquinoline-7-sulfonamide C1(CC1)C(=O)N1CC2=CC(=CC=C2CC1)S(=O)(=O)N([C@@H](C)C1=CC=C(C=C1)F)CC